(R)-3,3-dimethyl-2-butylamine CC([C@@H](C)N)(C)C